NC1N(CCCC1)C(=O)N1[C@H](COCC1)C amino-(5R)-[(3S)-3-methylmorpholine-4-carbonyl]-piperidine